3-Benzyl-5-phenylphenethyl ether C(C1=CC=CC=C1)C=1C=C(CCOCCC2=CC(=CC(=C2)C2=CC=CC=C2)CC2=CC=CC=C2)C=C(C1)C1=CC=CC=C1